(E)-8-dodecenyl acetate (trans-8-dodecenyl acetate) C(CCCCCC\C=C\CCC)CC(=O)O.C(C)(=O)OCCCCCCC\C=C\CCC